[1,4]diazacyclopentadecine-3,8-dione N=1CC(N=CC=CC(C=CC=CC=CC1)=O)=O